C1CCC2=C(C=3CCCC3C=C12)NC(=O)N=[S@@](=O)(N)C1=CC=C(C=C1)CN(C)CCOC (S)-N'-((1,2,3,5,6,7-hexahydro-s-indacen-4-yl)carbamoyl)-4-(((2-methoxyethyl)(methyl)amino)methyl)benzenesulfonimidamide